COP([O-])(=O)C(CC)=O monomethyl(1-oxopropyl)phosphonate